Tributylmethyl chloride C(CCC)C(CCCC)(CCCC)Cl